CC(CC(C)(OOC(C)(C)C)C)OC(OC(CC(C)(OOC(C)(C)C)C)C)=O di[1,3-dimethyl-3-(t-butylperoxy)-butyl]carbonate